FC1(CCN(CC1)C)CC(=O)N[C@H]1CN(C[C@H]1C)C1=C2C=CC=NC2=C(C=C1)C(F)(F)F 2-(4-Fluoro-1-methylpiperidin-4-yl)-N-[(3r,4r)-4-methyl-1-[8-(trifluoromethyl)quinolin-5-yl]pyrrolidin-3-yl]acetamide